NC1=NN(C2=C1C(=NC=1C=CC=CC21)NC2=CC=C(C(=O)O)C=C2)C 4-[(3-amino-1-methyl-1H-pyrazolo[4,3-c]quinolin-4-yl)amino]benzoic acid